C(C1=CC=CC=C1)N1CCN(CC1)CCCC1=CC=CC(=N1)C=NO 6-(3-(4-benzylpiperazin-1-yl)propyl)pyridinealdoxime